3,3-dimethoxy-1-(4-(((7-(trifluoromethyl)quinolin-4-yl)thio)methyl)piperidin-1-yl)propan-1-one COC(CC(=O)N1CCC(CC1)CSC1=CC=NC2=CC(=CC=C12)C(F)(F)F)OC